N,N-bis-(dimethylaminopropyl)-N-(3-aminopropyl)-amine CN(C)CCCN(CCCN)CCCN(C)C